C1(CC1)CCN1C(=NN=C1)C1=CC=C(C=C1)C1=C(C=NC=C1)C=1C2=C(N3C1C(N(CC3)C)=O)N=CC=C2 5-(4-(4-(2-cyclopropylethyl-4H-1,2,4-triazol-3-yl)phenyl)pyridin-3-yl)-7-methyl-8,9-dihydropyrido[3',2':4,5]pyrrolo[1,2-a]pyrazin-6(7H)-one